SC1=CCOC2=C3CCCN4C3=C(C=C21)CCC4 9-mercapto-2,3,6,7-tetrahydro-1H,5H,11H-pyrano[2,3-f]pyrido[3,2,1-ij]quinoline